ClC1=C(C=CC=2C3=C(NC12)CCN(C3)C(=O)C=3NC=CN3)Cl (6,7-dichloro-1,3,4,5-tetrahydro-2H-pyrido[4,3-b]indol-2-yl)(1H-imidazol-2-yl)methanone